1-tert-butyl 2-methyl (2R)-4,4-difluoropiperidine-1,2-dicarboxylate FC1(C[C@@H](N(CC1)C(=O)OC(C)(C)C)C(=O)OC)F